C(OC1CCCCC1)(=S)SC O-cyclohexyl S-methyl Carbonodithioate